1-(1-(difluoromethyl)-1H-pyrazol-3-yl)cyclopentan-1-amine FC(N1N=C(C=C1)C1(CCCC1)N)F